OC(C)C1CNCC(N1)C=1C(=C2COC(C2=CC1)=O)C 5-(6-(1-hydroxyethyl)piperazin-2-yl)-4-methyl-isobenzofuran-1(3H)-one